4-chloro-2-(1,4-dimethyl-1H-pyrazol-5-yl)-5-fluoropyrimidine ClC1=NC(=NC=C1F)C1=C(C=NN1C)C